lithium-nickel-manganese [Mn].[Ni].[Li]